2'-chloro-N-(5-(4-fluorophenyl)-1,3,4-thiadiazol-2-yl)-5'-methoxy-6-methyl-(4,4'-bipyridine)-3-carboxamide ClC1=NC=C(C(=C1)C1=C(C=NC(=C1)C)C(=O)NC=1SC(=NN1)C1=CC=C(C=C1)F)OC